difluoromethyl-boric acid FC(F)OB(O)O